isononyl-dimethyl-amine oxide C(CCCCCC(C)C)[N+](C)(C)[O-]